3-((1-(3-iodo-4,7-dimethyl-5-oxo-4,5-dihydroimidazo[1,5-a]quinazolin-9-yl)ethyl)amino)-6-methylpyridinecarboxylic acid methyl ester COC(=O)C1=NC(=CC=C1NC(C)C=1C=C(C=C2C(N(C=3N(C12)C=NC3I)C)=O)C)C